NC(CCN)C 1,3-diamino-1-methylpropane